Methyl (2S)-5-allyl-4,4-dimethylpyrrolidine-2-carboxylate C(C=C)C1C(C[C@H](N1)C(=O)OC)(C)C